(1H-indol-5-yl)-2-methylbut-3-en-2-ol N1C=CC2=CC(=CC=C12)CC(C=C)(O)C